C(C)(C)[Si](OC(=O)C1C2C(CC(C1)C2)[Si](OCC)(C)C)(C(C)C)C(C)C 2-triisopropylsiloxycarbonyl-6-dimethylethoxysilylnorbornane